(4S,9aS)-8,8-diallyl-4-((S)-2-(methylamino)propanamido)-5-oxo-N-((R)-1,2,3,4-tetrahydronaphthalen-1-yl)octahydropyrrolo[2,1-b][1,3]thiazepine-7-carboxamide hydrochloride Cl.C(C=C)C1(C[C@@H]2SCC[C@@H](C(N2C1C(=O)N[C@@H]1CCCC2=CC=CC=C12)=O)NC([C@H](C)NC)=O)CC=C